2-[{3-[3-(Decyloxy)phenyl]propanoyl} (3-hydroxypropyl)amino]ethyl dihydrogen phosphate ammonium salt [NH4+].P(=O)(OCCN(CCCO)C(CCC1=CC(=CC=C1)OCCCCCCCCCC)=O)(O)O